F[C@H]1C[C@@H](N(C1)C=1C=CC=2N(N1)C(=CN2)C(=O)N[C@@H]2CNCC2)C2=C(C=CC(=C2)F)SC 6-[(2r,4S)-4-fluoro-2-[5-fluoro-2-(methylsulfanyl)phenyl]pyrrolidin-1-yl]-N-[(3S)-pyrrolidin-3-yl]imidazo[1,2-b]pyridazine-3-carboxamide